ClC1=C(OC2=C(C=CC3=C2NC(=NS3(=O)=O)NCC3=NC=CC=C3C)F)C=CC=C1 5-(2-chlorophenoxy)-6-fluoro-3-(((3-methylpyridin-2-yl)methyl)amino)-4H-benzo[e][1,2,4]thiadiazine 1,1-dioxide